C1=CC=CC=2C3=CC=CC=C3C(C12)COC(=O)N[C@H](C(=O)OC(C)(C)C)CC=1C=NC=C(C1)C#N tert-butyl (S)-2-((((9H-fluoren-9-yl)methoxy)carbonyl)amino)-3-(5-cyanopyridin-3-yl)propanoate